NC1=C(C=CC(=C1F)NCC1=CC=C(C=C1)C(F)(F)F)NC([C@H]([C@@H](CCCCC)F)F)=O (2R,3R)-N-(2-Amino-3-fluoro-4-((4-(trifluoromethyl)benzyl)amino)phenyl)-2,3-difluorooctanamid